tert-butyl-(5-methoxy-1,3-benzodioxol-4-yl)phosphine C(C)(C)(C)PC1=C(C=CC=2OCOC21)OC